methyl 3-(2,5-dimethoxyphenyl)imidazo[1,2-a]pyridine-7-carboxylate COC1=C(C=C(C=C1)OC)C1=CN=C2N1C=CC(=C2)C(=O)OC